methoxymethyl 4-((3-bromo-4-hydroxy-2,6-dimethylbenzoyl)oxy)-2,3,5,6-tetramethylbenzoate BrC=1C(=C(C(=O)OC2=C(C(=C(C(=O)OCOC)C(=C2C)C)C)C)C(=CC1O)C)C